1-hydroxyethyl-3-methylimidazoledinitrile OC(C)C1=C(N(C(=N1)C#N)C)C#N